(E)-3-(2-(4-(diphenylamino)phenyl)benzofuran-6-yl)acrylic acid C1(=CC=CC=C1)N(C1=CC=C(C=C1)C=1OC2=C(C1)C=CC(=C2)/C=C/C(=O)O)C2=CC=CC=C2